CC(CCCC(CCCCCCCCO)O)C 13-methyltetradecane-1,9-diol